C(C(C)C)(=O)OC1=CC=CC=C1.C(C(C)C)(=O)OC1=CC=CC=C1.[Sn] tin diphenyl diisobutyrate